Methyl (2E)-3-{4-[2-(5,5,8,8-tetramethyl-5,6,7,8-tetrahydronaphthalen-2-yl)-1,3-dioxolan-2-yl]phenyl}prop-2-Enoat CC1(C=2C=CC(=CC2C(CC1)(C)C)C1(OCCO1)C1=CC=C(C=C1)/C=C/C(=O)OC)C